FC1=NC=CC=C1C1=CC(=CN1S(=O)(=O)C1=CC(=CC=C1)COCCOC)C=O 5-(2-fluoropyridin-3-yl)-1-{3-[(2-methoxyethoxy)methyl]benzenesulfonyl}-1H-pyrrole-3-carbaldehyde